4-bromo-3-(cyclopropylmethoxy)thiophene-2-carboxylic acid BrC=1C(=C(SC1)C(=O)O)OCC1CC1